5-ethoxy-4-hydroxy-1-methyl-3-[4-(trifluoromethyl)-2-pyridyl]imidazolidin-2-one C(C)OC1C(N(C(N1C)=O)C1=NC=CC(=C1)C(F)(F)F)O